5-(tert-butyl)-N-(3-fluoro-2-methyl-4-(2-morpholinopyrazolo[1,5-a]pyrimidin-7-yl)benzyl)-1,2,4-oxadiazole-3-carboxamide C(C)(C)(C)C1=NC(=NO1)C(=O)NCC1=C(C(=C(C=C1)C1=CC=NC=2N1N=C(C2)N2CCOCC2)F)C